7-(8-isopropyl-2-methyl-imidazo[1,2-b]pyridazin-6-yl)-2-piperazin-1-yl-thiazolo[3,2-a]pyrimidin-5-one C(C)(C)C=1C=2N(N=C(C1)C=1N=C3N(C(C1)=O)C=C(S3)N3CCNCC3)C=C(N2)C